ClC=1C=C2C(=CC1)C(OC21C[C@@H](N(CC1)CC=1C=NN(C1)C1=CC=CC=C1)C)OC (2'S)-5-chloro-1-methoxy-2'-methyl-1'-[(1-phenylpyrazol-4-yl)methyl]spiro[1H-isobenzofuran-3,4'-piperidine]